6-chloro-2-(difluoromethyl)-8-(2,4-difluorophenyl)-3-methyl-pyrimido[5,4-d]pyrimidin-4-one ClC=1N=C(C=2N=C(N(C(C2N1)=O)C)C(F)F)C1=C(C=C(C=C1)F)F